FC1([C@@H](C1)CO)F (S)-(2,2-difluorocyclopropyl)methanol